C(CCSSCCC(=O)OC)(=O)OC dimethyl dithio-Dipropionate